5-methyl-4-oxo-3-(pyridin-2-yl)-4,5-dihydro-1H-pyrrolo[3,2-c]pyridin CN1C(C2=C(C=C1)NC=C2C2=NC=CC=C2)=O